BrC(C(=O)OC)C(=O)C1=CC=C(C=C1)OC1=CC=C(C=C1)OC methyl 2-bromo-3-(4-(4-methoxyphenoxy) phenyl)-3-oxopropionate